6-chloro-2-(trifluoromethyl)pyridine-3-sulfonyl chloride ClC1=CC=C(C(=N1)C(F)(F)F)S(=O)(=O)Cl